N-[4-(cyclopropylmethyl)-1-[(4-methoxyphenyl)methyl]pyrazol-3-yl]-5-fluoro-2-methylpyridine-4-carboxamide C1(CC1)CC=1C(=NN(C1)CC1=CC=C(C=C1)OC)NC(=O)C1=CC(=NC=C1F)C